N-[(4-Methoxyphenyl)methyl]-N-methyl-3-(1-methylimidazol-4-yl)-4-[[(1S)-1-[4-(trifluoromethyl)phenyl]ethyl]amino]benzenesulfonamide COC1=CC=C(C=C1)CN(S(=O)(=O)C1=CC(=C(C=C1)N[C@@H](C)C1=CC=C(C=C1)C(F)(F)F)C=1N=CN(C1)C)C